phosphoric acid tris(chloroethyl) ester ClCCOP(OCCCl)(OCCCl)=O